1-((2S,3R,4R)-2-cyclopropyl-6-fluoro-4-((2-methoxypyridin-4-yl)amino)-3-methyl-3,4-dihydroquinolin-1(2H)-yl)ethanone C1(CC1)[C@@H]1N(C2=CC=C(C=C2[C@@H]([C@H]1C)NC1=CC(=NC=C1)OC)F)C(C)=O